OC(C)C1=CC(CCC1)CC(C)C 1-(1-Hydroxyethyl)-3-Isobutylcyclohexene